ClC=1C(=C(C(=CC1)OC)C1=CC(=NC=C1C(=O)NC=1SC=2C(=NC(=CC2)OCCOC)N1)C)F 4-(3-Chloro-2-fluoro-6-methoxyphenyl)-N-(5-(2-methoxyethoxy)thiazolo[4,5-b]pyridin-2-yl)-6-methylnicotinamide